CC=1C=2C(C=NN1)=CN(C(C2)=O)C=2C=NC=NC2 1-methyl-6-(pyrimidin-5-yl)pyrido[3,4-d]pyridazin-7(6H)-one